C(C1=CC=CC=C1)NC1=NC(=NN2C1=C(C=C2)Br)Cl N-benzyl-5-bromo-2-chloropyrrolo[2,1-f][1,2,4]triazin-4-amine